propoxy sulphate S(=O)(=O)(OOCCC)[O-]